2,2,3,3,4,4-hexafluoro-1,5-pentanediol FC(CO)(C(C(CO)(F)F)(F)F)F